C(C1=CC=CC=C1)N1CC2NCCCC2C1 6-benzyl-octahydro-pyrrolo[3,4-b]pyridine